NC1=C(C=CC(=C1)NCC1=CC=NC=C1)NC(CCCCCC)=O N-(2-amino-4-((pyridin-4-ylmethyl)amino)phenyl)heptanamide